(2R)-3-(((2,3-bis((3-(isobutylamino)propanoyl)oxy)propoxy)(hydroxy)phosphoryl)oxy)propane-1,2-diyl ditetradecanoate dihydrochloride Cl.Cl.C(CCCCCCCCCCCCC)(=O)OC[C@H](COP(=O)(O)OCC(COC(CCNCC(C)C)=O)OC(CCNCC(C)C)=O)OC(CCCCCCCCCCCCC)=O